C1(CC1)C(=O)NC1=CC(=C(C(=O)O)C=C1)N1CC(CC(C1)C)C ANTI-4-(cyclopropanecarbonylamino)-2-(3,5-dimethylpiperidin-1-yl)benzoic acid